[N+](=O)([O-])C=1SC=C(C1C(=O)O)C(=O)O 2-Nitrothiophene-3,4-dicarboxylic acid